(3R)-3-(tert-butoxycarbonylamino)-5-(4-cyanobenzyl)-8-fluoro-4-keto-2,3-dihydro-1,5-benzothiazepine-7-carboxylic acid C(C)(C)(C)OC(=O)N[C@H]1CSC2=C(N(C1=O)CC1=CC=C(C=C1)C#N)C=C(C(=C2)F)C(=O)O